OC=1C=C(C=CC1)[C@@H](C)NC1=NC=NC2=C(C=C(C=C12)N1CCOCC1)OCC(=O)OC(C)(C)C tert-butyl (R)-2-((4-((1-(3-hydroxyphenyl)ethyl)amino)-6-morpholinoquinazolin-8-yl)oxy)acetate